3-(8-methyl-1,2,3,4-tetrahydroquinolin-4-yl)-7-(methylthio)-3,4-dihydropyrimido[4,5-d]pyrimidin-2(1H)-one CC=1C=CC=C2C(CCNC12)N1C(NC2=NC(=NC=C2C1)SC)=O